CN(CCOC=1C=C(C=CC1)C=1C=C2CC(C(C2=CC1)NC(O[C@@H]1CN2CCC1CC2)=O)(C)C)C (S)-quinuclidin-3-yl (5-(3-(2-(dimethylamino)ethoxy)phenyl)-2,2-dimethyl-2,3-dihydro-1H-inden-1-yl)carbamate